5,6,7,8-tetramethoxy-2-(4-methoxyphenyl)-4H-chromen-4-one COC1=C2C(C=C(OC2=C(C(=C1OC)OC)OC)C1=CC=C(C=C1)OC)=O